Methyl 2-(((1R,4R)-4-((S)-2-(5-chloropyridin-2-yl)-2-methylbenzo[d][1,3]dioxol-4-yl)cyclohexyl)(methyl)amino)-4-methoxy-1-(((S)-oxetan-2-yl)methyl)-1H-benzo[d]imidazole-6-carboxylate ClC=1C=CC(=NC1)[C@@]1(OC2=C(O1)C=CC=C2C2CCC(CC2)N(C2=NC1=C(N2C[C@H]2OCC2)C=C(C=C1OC)C(=O)OC)C)C